(R)-3-((tert-butylsulfinyl)amino)thiophene-2-carboxylic acid C(C)(C)(C)[S@@](=O)NC1=C(SC=C1)C(=O)O